(S)-3-(3,4-dimethoxyphenyl)-N-(5-methyl-4-oxo-2,3,4,5-tetrahydrobenzo[b][1,4]oxazepin-3-yl)-1H-indole-5-carboxamide COC=1C=C(C=CC1OC)C1=CNC2=CC=C(C=C12)C(=O)N[C@@H]1C(N(C2=C(OC1)C=CC=C2)C)=O